9,9-bis{5-[2-(2,3-epithiopropoxy)ethoxy]-1-naphthyl}fluorene C(C1CS1)OCCOC1=C2C=CC=C(C2=CC=C1)C1(C2=CC=CC=C2C=2C=CC=CC12)C1=CC=CC2=C(C=CC=C12)OCCOCC1CS1